C(C=C)C1=CC=C(C=C1)C(C(F)(F)F)(C(F)(F)F)C1=CC=C([O-])C=C1.[K+] potassium 4-(2-(4-allylphenyl)-1,1,1,3,3,3-hexafluoropropane-2-yl)phenoxide